4-((6-chloro-5-(4'-((3-(2-hydroxyethoxy)azetidin-1-yl)methyl)-[1,1'-biphenyl]-4-yl)-1H-imidazo[4,5-b]pyridin-2-yl)oxy)cyclohexane-1-carboxylic acid ClC=1C=C2C(=NC1C1=CC=C(C=C1)C1=CC=C(C=C1)CN1CC(C1)OCCO)N=C(N2)OC2CCC(CC2)C(=O)O